FC1([C@H](C=2C(=C(SC2S(=O)(=O)C)OC=2C=C(C#N)C=C(C2)F)C1)O)F 3-{[(4S)-5,5-difluoro-4-hydroxy-3-methanesulfonyl-4H,5H,6H-cyclopenta[c]thiophen-1-yl]oxy}-5-fluorobenzonitrile